FC(OC1=C(C=C(C(=N1)OC)NS(=O)(=O)C1=CNC=2C(N(C=CC21)CC)=O)F)F N-[6-(difluoromethoxy)-5-fluoro-2-methoxy-3-pyridinyl]-6-ethyl-7-keto-1H-pyrrolo[2,3-c]pyridine-3-sulfonamide